NC1=C(C(=NC=N1)C(=O)N[C@H](C)C=1SC(=CN1)C(NC1=NC=C(C(=C1)C(F)(F)F)Cl)=O)Cl 6-amino-5-chloro-N-((1R)-1-(5-((5-chloro-4-(trifluoromethyl)pyridin-2-yl)carbamoyl)-1,3-thiazol-2-yl)ethyl)pyrimidine-4-carboxamide